2,5-diformylfuran-d C(=O)C=1OC(=CC1[2H])C=O